C(#N)C=1C=C(C=NC1)C1=NC(=C2N=CN(C2=N1)[C@H]1[C@@H]([C@@H]([C@H](O1)C(=O)NC([2H])([2H])[2H])O)O)NC([2H])([2H])[2H] (2S,3S,4R,5R)-5-(2-(5-cyanopyridin-3-yl)-6-((methyl-d3)amino)-9H-purin-9-yl)-3,4-dihydroxyl-N-(methyl-d3)tetrahydrofuran-2-carboxamide